C1(CCCC1)CC(=O)NC=1SC(=C(N1)C)C1=CC(=C(C=C1)OC)S(N[C@@H]1C[C@@H](CCC1)O)(=O)=O 2-cyclopentyl-N-[5-[3-[[(1S,3R)-3-hydroxycyclohexyl]sulfamoyl]-4-methoxy-phenyl]-4-methyl-thiazol-2-yl]acetamide